4-(4-(hydroxymethyl)pyrimidin-2-yl)-3-methylbenzonitrile OCC1=NC(=NC=C1)C1=C(C=C(C#N)C=C1)C